OCCN(CCCCCCCC(=O)OC(CCCCCCCCF)CCCCCCCC)CCCCCC(=O)OC(CCCCCCCC)CCCCCCCC 9-fluoro-1-octylnonyl 8-{(2-hydroxyethyl)[5-(1-octylnonyloxycarbonyl)pentyl]amino}octanoate